N[C@H](CC1=C(C2=NC(=CC(=C2S1)NCC=1SC=CC1)Cl)Br)CC 2-[(2S)-2-aminobutyl]-3-bromo-5-chloro-N-[(thiophen-2-yl)methyl]thieno[3,2-b]pyridin-7-amine